tert-butyl (S)-(4-(2-chloro-8-fluoro-4-hydroxy-6-(trifluoromethyl) quinazolin-7-yl)-3-cyano-7-fluorobenzo[b]thiophen-2-yl)carbamate ClC1=NC2=C(C(=C(C=C2C(=N1)O)C(F)(F)F)C1=CC=C(C=2SC(=C(C21)C#N)NC(OC(C)(C)C)=O)F)F